N1-(1-methyl-1H-pyrazol-5-yl)benzene-1,2-diamine CN1N=CC=C1NC=1C(=CC=CC1)N